FC1=CC=C(CC[C@@]2(CN(CC2)C(C)(C)C=2C=CC(=NC2)C)C(C(F)(F)F)(C(F)(F)F)OC)C=C1 |o1:7| (R or S)-5-(2-(3-(4-fluoro-phenethyl)-3-(1,1,1,3,3,3-hexafluoro-2-methoxypropan-2-yl)pyrrolidin-1-yl)propan-2-yl)-2-methylpyridine